C1(CC1)NS(=O)(=O)C=1C=C(C=2N(C1)C(=NC2)C=2SC(=NN2)C(F)(F)F)N2CC1=NNC=C1C2 N-cyclopropyl-8-(2,6-dihydropyrrolo[3,4-c]pyrazol-5(4H)-yl)-3-(5-(trifluoromethyl)-1,3,4-thiadiazol-2-yl)imidazo[1,5-a]pyridine-6-sulfonamide